(2R)-N-((2S)-1-((2-amino-6,7-dihydro-5H-cyclopenta[b]pyridin-5-yl)amino)-1-oxopropan-2-yl)-4-phenyl-1,2,3,6-tetrahydropyridine-2-carboxamide NC1=CC=C2C(=N1)CCC2NC([C@H](C)NC(=O)[C@@H]2NCC=C(C2)C2=CC=CC=C2)=O